5-[(4-chloroindazol-1-yl)methyl]-2-(3-chloro-2-pyridyl)pyrazole-3-carboxylic acid ClC1=C2C=NN(C2=CC=C1)CC=1C=C(N(N1)C1=NC=CC=C1Cl)C(=O)O